FC=1C2=C(C(=NC1)C)CC(C2)NC2CCC1(CN(C(O1)=O)C1=NC3=C(OCC(N3COCC[Si](C)(C)C)=O)N=C1)CC2 cis-6-[8-[(4-fluoro-1-methyl-6,7-dihydro-5H-cyclopenta[c]pyridin-6-yl)amino]-2-oxo-1-oxa-3-azaspiro[4.5]decan-3-yl]-4-(2-trimethylsilylethoxymethyl)pyrazino[2,3-b][1,4]oxazin-3-one